3-(2-chloropyrimidin-4-yl)-6-fluoro-1H-indole ClC1=NC=CC(=N1)C1=CNC2=CC(=CC=C12)F